C(C)N(CCC=C(C(=O)N)C)CC 2-diethylaminoethylmethacrylamide